C(C)(C)N(C1=CC2=C(C(=N1)COC(NC)=O)CN(C2=O)C2=NC(=CC=C2)C2=NN=CN2C2=C(C=CC=C2)C)C ((6-(isopropyl(methyl)amino)-1-oxo-2-(6-(4-(o-tolyl)-4H-1,2,4-triazol-3-yl)pyridine-2-yl)-2,3-dihydro-1H-pyrrolo[3,4-c]pyridin-4-yl)methyl)(methyl)carbamate